C(C)(=O)OC1(CCC(CC1)C(C)(C)C)CCC=O 4-(tert-butyl)-1-(3-oxopropyl)cyclohexyl acetate